4-[[4-fluoro-3-[4-[2-[4-[[1-(5-phenylpyrimidine-2-carbonyl)-4-piperidyl]oxy]-1-piperidyl]acetyl]piperazine-1-carbonyl]phenyl]methyl]-2H-phthalazin-1-one FC1=C(C=C(C=C1)CC1=NNC(C2=CC=CC=C12)=O)C(=O)N1CCN(CC1)C(CN1CCC(CC1)OC1CCN(CC1)C(=O)C1=NC=C(C=N1)C1=CC=CC=C1)=O